6-Bromo-2-(methoxymethyl)-1-methyl-7-(trifluoromethyl)imidazo[1,2-a]pyrimidin-5-one BrC1=C(N=C2N(C1=O)C=C(N2C)COC)C(F)(F)F